FC=1C=C(CC2=CC(=NC=C2)N2N=C(C(=C2)C)C(=O)O)C=C(C1)C(F)(F)F 1-(4-(3-fluoro-5-(trifluoromethyl)benzyl)pyridin-2-yl)-4-methyl-1H-pyrazole-3-carboxylic acid